CC=1C=C(C=CC1)O m-methylphenol